F[P-](F)(F)(F)(F)F.O=C1N(N=NC2=C1N=CC=C2)OC(=[N+](C)C)N(C)C O-(3,4-dihydro-4-oxo-5-azabenzo-1,2,3-triazin-3-yl)-1,1,3,3-tetramethyluronium hexafluorophosphate